γ-acryloxyPropylmethyldiethoxysilane C(C=C)(=O)OCCC[Si](OCC)(OCC)C